4-bromo-3-nitro-1,8-naphthalic anhydride C1=CC2=C3C(=C1)C(=O)OC(=O)C3=CC(=C2Br)[N+](=O)[O-]